3-(5-(1-methyl-4-((4-(trifluoromethyl)piperidin-1-yl)methyl)-1H-pyrrolo[2,3-b]pyridin-6-yl)-1-oxoisoindolin-2-yl)piperidine-2,6-dione CN1C=CC=2C1=NC(=CC2CN2CCC(CC2)C(F)(F)F)C=2C=C1CN(C(C1=CC2)=O)C2C(NC(CC2)=O)=O